FC=1C=CC(=C(C1)[C@@H](NC(C1=CC(=CC(=C1)C)C1=NC=C(C=N1)N1CCC(CC1)O)=O)C=1NC2=CC=CC=C2C1)O (R)-N-((5-fluoro-2-hydroxyphenyl)(1H-indol-2-yl)methyl)-3-(5-(4-hydroxypiperidin-1-yl)pyrimidin-2-yl)-5-methylbenzamide